S1C(=NC2=C1C=CC=C2)N2C[C@H](N(CC2)C(=O)NC2CC1(CN(C1)CC1=CC=CC=C1)C2)C (2R)-4-(1,3-benzothiazol-2-yl)-N-{2-benzyl-2-azaspiro[3.3]heptan-6-yl}-2-methylpiperazine-1-carboxamide